C1(=CC=CC=C1)OOCC1CO1 glycidoxy phenyl ether